ClC1=C(C(=CC=C1)Cl)N1CC(C1)C1=CC(=C(C=C1)C(C)N1CCC(CC1)C(=O)O)C 1-(1-(4-(1-(2,6-dichlorophenyl)azetidin-3-yl)-2-methylphenyl)ethyl)-piperidine-4-carboxylic acid